4,4'-Methylenbis(6-tert-butyl-2-methyl-phenol) C(C1=CC(=C(C(=C1)C(C)(C)C)O)C)C1=CC(=C(C(=C1)C(C)(C)C)O)C